C1=CNNC=C1 dihydropyridazine